[N+](=O)([O-])C1=CC=C(O[C@@H]2C[C@@H](CC2)CO)C=C1 |r| rac-((1R,3S)-3-(4-Nitrophenoxy)cyclopentyl)methanol